C1(=CC=C2C=CC3=CC=CC4=CC=C1C2=C34)NC(\C=C/C(=O)N)=O N-(1-pyrenyl)maleamide